(S)-1-(1-((5-(4-((6-(((3-(hydroxymethyl)bicyclo[1.1.1]pentan-1-yl)amino)methyl)pyridin-3-yl)ethynyl)phenyl)isoxazol-3-yl)methyl)-1H-imidazol-2-yl)ethan-1-ol OCC12CC(C1)(C2)NCC2=CC=C(C=N2)C#CC2=CC=C(C=C2)C2=CC(=NO2)CN2C(=NC=C2)[C@H](C)O